2,4-dichloro-6-fluoropyrimidine ClC1=NC(=CC(=N1)Cl)F